(S)-ethyl (3-hydroxy-1-oxo-1-((1-(m-tolyl)-1H-indazol-6-yl)amino)propan-2-yl)carbamate OC[C@@H](C(NC1=CC=C2C=NN(C2=C1)C=1C=C(C=CC1)C)=O)NC(OCC)=O